FC=1C=C(C=CC1NC(C)=O)C1=C(C(=CC=C1)C1=CC(=NC=C1)N1CCNCC1)O N-(3-fluoro-2'-hydroxy-3'-(2-(piperazin-1-yl)pyridin-4-yl)-[1,1'-biphenyl]-4-yl)acetamide